IC=1C=C2CC(N3C(C2=CC1OC)CC(C(=C3)C(=O)OCC)=O)C(C)C ethyl 9-iodo-6-isopropyl-10-methoxy-2-oxo-2,6,7,11b-tetrahydro-1H-pyrido[2,1-a]isoquinoline-3-carboxylate